ClC1=C(C=CC=C1)C1=NC=2N(C(N(C(C2N1C1=CC=C(C=C1)Cl)=O)C[C@H](CO)O)=O)[C@H](C)C1=CC=C(C(=O)N)C=C1 4-[(1R)-1-[8-(2-chlorophenyl)-7-(4-chlorophenyl)-1-[(2R)-2,3-dihydroxypropyl]-2,6-dioxopurin-3-yl]ethyl]benzamide